5-chloro-6-(4-(ethoxycarbonyl)piperidine-1-yl)nicotinic acid ClC=1C(=NC=C(C(=O)O)C1)N1CCC(CC1)C(=O)OCC